C(C)(C)(C)OC(=O)N(CC1CCC1)CC=1N(C2=CC(=CC=C2C1)CNC(=O)C1=NN2C(N=CC=C2)=C1)C(=O)OC(C)(C)C tert-Butyl 2-(((tert-Butyloxycarbonyl)(cyclobutylmethyl)amino)methyl)-6-((pyrazolo[1,5-a]pyrimidine-2-carboxamido)methyl)-1H-indole-1-carboxylate